3-(7-((2-(1H-indol-3-yl)ethyl)amino)thiazolo[5,4-d]pyrimidin-5-yl)-6-hydroxypyridin-2(1H)-one N1C=C(C2=CC=CC=C12)CCNC=1C2=C(N=C(N1)C=1C(NC(=CC1)O)=O)SC=N2